C(C)O[Si](C1=CC=C(CN)C=C1)(OCC)OCC 4-(triethoxysilyl)benzyl-amine